ON N-Hydroxylamin